nickel-tungsten phosphorus N-(5-(5-(azetidin-1-yl)benzo[d]oxazol-2-yl)-8-(methylamino)-2,7-naphthyridin-3-yl)cyclopropanecarboxamide N1(CCC1)C=1C=CC2=C(N=C(O2)C2=C3C=C(N=CC3=C(N=C2)NC)NC(=O)C2CC2)C1.[P].[W].[Ni]